C[C@@H]1C[C@@H]([C@@H](N1C1=NN=NN1C)CO[C@@H]1CC[C@@H](CC1)C1=CC=CC=C1)NS(=O)(=O)C N-((2R,3S,5R)-5-methyl-1-(1-methyl-1H-tetrazol-5-yl)-2-((((CIS)-4-phenylcyclohexyl)oxy)-methyl)pyrrolidin-3-yl)methanesulfonamide